CC1=NOC2=C1C=CC(=C2)N2C(NC1=C2C=CC=C1)=O 1-(3-methylbenzo[d]isoxazol-6-yl)-1H-benzo[d]imidazol-2(3H)-one